(S)-2-(2-(4-(difluoromethoxy)-2-methylphenoxy)acetyl)-8-(3-(trifluoromethyl)-5-(trifluoromethyl)phenyl)-1,3,4,12a-tetrahydrobenzo[e]pyrazino[1,2-a][1,4]diazepine-6,12(2H,11H)-dione FC(OC1=CC(=C(OCC(=O)N2C[C@@H]3N(C(C4=C(NC3=O)C=CC(=C4)C4=CC(=CC(=C4)C(F)(F)F)C(F)(F)F)=O)CC2)C=C1)C)F